(E)-2-((2'-(diphenylphosphino)-[1,1'-biphenyl]-2-yl)methyl)-3-(4-methoxyphenyl)acrylic acid ethyl ester C(C)OC(\C(=C\C1=CC=C(C=C1)OC)\CC1=C(C=CC=C1)C1=C(C=CC=C1)P(C1=CC=CC=C1)C1=CC=CC=C1)=O